FC(C1=CC=C(C=C1)C1=CC=C2CCC(C2=C1)NC(O[C@@H]1CN2CCC1CC2)=O)(F)F (S)-quinuclidin-3-yl (6-(4-(trifluoromethyl)phenyl)-2,3-dihydro-1H-inden-1-yl)carbamate